5-(1-(6'-fluoro-6-methyl-[3,3'-bipyridin]-2-yl)piperidin-4-yl)-4-methyl-4H-1,2,4-triazol-3-amine FC1=CC=C(C=N1)C=1C(=NC(=CC1)C)N1CCC(CC1)C=1N(C(=NN1)N)C